[Br-].FC1=C(C[P+](C2=CC=CC=C2)(C2=CC=CC=C2)C2=CC=CC=C2)C(=CC=C1)F (2,6-difluorobenzyl)triphenylphosphonium bromide